CC1OC(OC1C)=S 4,5-dimethyl-[1,3]dioxolane-2-thione